3-(2-chloro-4'-(oxazol-4-ylmethyl)-[1,1'-biphenyl]-3-yl)piperidine-2,6-dione ClC1=C(C=CC=C1C1C(NC(CC1)=O)=O)C1=CC=C(C=C1)CC=1N=COC1